9-Chloropyrido[3',4':4,5]pyrimido[1,2-a]indol-5(11H)-one ClC1=CC=2CC=3N(C2C=C1)C(C1=C(N3)C=NC=C1)=O